ClC1=C(C(=O)N2CC(C(=CC2)C2=C3C(=NC(=C2)NC(=O)C2CC2)NC=C3)C)C=CN=C1 N-(4-(1-(3-chloroisonicotinoyl)-3-methyl-1,2,3,6-tetrahydropyridin-4-yl)-1H-pyrrolo[2,3-b]pyridin-6-yl)cyclopropylcarboxamide